8-bromo-4-chloro-1,6-dimethyl-2-oxo-1,2-dihydroquinoline-3-carbonitrile BrC=1C=C(C=C2C(=C(C(N(C12)C)=O)C#N)Cl)C